CC1=NC2=C3N=C(C=C(C3=CC=C2C(=C1)C=1SC=CC1)C=1SC=CC1)C 2,9-dimethyl-4,7-bis(thiophen-2-yl)-1,10-phenanthroline